[Sn].[Sr] strontium tin